FC1(CC1)C(=O)N(C)OC 1-fluoro-N-methoxy-N-methylcyclopropane-1-carboxamide